2-(benzhydryl)-1,3-dimethoxypropane C(C1=CC=CC=C1)(C1=CC=CC=C1)C(COC)COC